2,3,6,7-tetrahydro-1H-purine-2,6-dione N1C(NC=2N=CNC2C1=O)=O